Tert-butyl 6-hydroxy-4-methyl-3,4-dihydropyrano[3,4-b]indole-9(1H)-carboxylate OC=1C=C2C3=C(N(C2=CC1)C(=O)OC(C)(C)C)COCC3C